4-(4-Bromophenyl)-4-methylpiperidine BrC1=CC=C(C=C1)C1(CCNCC1)C